14-hydroxy-codeinone O[C@@]12C=CC([C@H]3[C@]14C=1C(=C(C=CC1C[C@H]2N(C)CC4)OC)O3)=O